ethyl 3-oxotetrahydrothiophene-2-carboxylate O=C1C(SCC1)C(=O)OCC